[2,2-bis(4-chlorophenyl) cyclobutyl] (2S)-2-[(3-hydroxy-4-methoxy-pyridine-2-carbonyl) amino]propanoate OC=1C(=NC=CC1OC)C(=O)N[C@H](C(=O)OC1C(CC1)(C1=CC=C(C=C1)Cl)C1=CC=C(C=C1)Cl)C